N,N-dimethyl-5-[4-(4,4,5,5-tetramethyl-1,3,2-dioxaborolan-2-yl)-3-(trifluoromethyl)phenyl]pyridin-2-amine CN(C1=NC=C(C=C1)C1=CC(=C(C=C1)B1OC(C(O1)(C)C)(C)C)C(F)(F)F)C